C1(CCC1)C=1C(=NN(C1NC(C[C@@H]1C(C(C1)(F)F)(F)F)=O)C)CC1=CC=C(C=C1)OC(F)(F)F (S)-N-(4-cyclobutyl-1-methyl-3-(4-(trifluoromethoxy)benzyl)-1H-pyrazol-5-yl)-2-(2,2,3,3-tetrafluorocyclobutyl)acetamide